Tert-butyl 4-[(3aR,4R,6R,6aS)-6-{4-amino-2-chloro-5-iodopyrrolo[2,3-d]pyrimidin-7-yl}-2,2-dimethyl-tetrahydro-3aH-cyclopenta[d][1,3]dioxol-4-yl]piperidine-1-carboxylate NC=1C2=C(N=C(N1)Cl)N(C=C2I)[C@@H]2C[C@@H]([C@@H]1[C@H]2OC(O1)(C)C)C1CCN(CC1)C(=O)OC(C)(C)C